tert-butyl (2R,3S,4S)-4-tert-butoxycarbonyloxy-2-[(4-methoxyphenyl)methyl]-3-(4-oxoazetidine-2-carbonyl)oxy-pyrrolidine-1-carboxylate C(C)(C)(C)OC(=O)O[C@@H]1[C@H]([C@H](N(C1)C(=O)OC(C)(C)C)CC1=CC=C(C=C1)OC)OC(=O)C1NC(C1)=O